ClC=1C=C(C=C(C1)Cl)C1=NC(=CC(=C1)CN1CCC(CC1)CNC(C)=O)OC=1C=NC(=NC1)N1CCN(CC1)CCC(C)S(=O)(=O)C N-((1-((2-(3,5-dichlorophenyl)-6-((2-(4-(3-(methylsulfonyl)butyl)piperazin-1-yl)pyrimidin-5-yl)oxy)pyridin-4-yl)methyl)piperidin-4-yl)methyl)acetamide